3-amino-5-((4-(trifluoromethoxy)phenyl)sulfonyl)pyridinecarboxamide NC=1C(=NC=C(C1)S(=O)(=O)C1=CC=C(C=C1)OC(F)(F)F)C(=O)N